4-chloro-7-(7-fluoroimidazo[1,2-a]pyridin-3-yl)-3-oxo-1,3-dihydro-2H-pyrrolo[3,4-c]pyridine-2-carboxylic acid tert-butyl ester C(C)(C)(C)OC(=O)N1C(C=2C(=NC=C(C2C1)C1=CN=C2N1C=CC(=C2)F)Cl)=O